5-(4-((4,5-dimethyl-4H-1,2,4-triazol-3-yl)amino)-3-methoxyphenyl)-7-(1-methyl-1H-pyrazol-3-yl)pyrrolo[2,1-F][1,2,4]triazin-4-amine CN1C(=NN=C1C)NC1=C(C=C(C=C1)C=1C=C(N2N=CN=C(C21)N)C2=NN(C=C2)C)OC